COC1C(CCC1)CNC=1C=C(C(=O)OC)C=CC1[N+](=O)[O-] (+/-)-Methyl 3-(((2-methoxycyclopentyl)methyl)amino)-4-nitrobenzoate